Cl.N[C@H](CC(C)C)C(=O)OC(C)(C)C tert-butyl D-leucinate HCl